C(C)(C)(C)OC(N(C)[C@H]1CO[C@H](C[C@@H]1N)C(=O)N1[C@H](C2=CC=CC=C2CC1)C1=CC=C(C=C1)F)=O ((3R,4S,6R)-4-amino-6-((S)-1-(4-fluorophenyl)-1,2,3,4-tetrahydroisoquinoline-2-carbonyl)tetrahydro-2H-pyran-3-yl)(methyl)carbamic acid tert-butyl ester